COC(C1=CC(=C(C(=C1)NC[C@H]1OCC1)[N+](=O)[O-])OC)=O (S)-3-methoxy-4-nitro-5-((oxetane-2-yl-methyl)amino)benzoic acid methyl ester